C(C)(C)(C)N(CC(=O)O)C(=O)C1=CC=NC2=CC(=CC=C12)Br Tert-butyl-(7-bromoquinoline-4-carbonyl)glycine